C(CCC(=O)[O-])(=O)OCCOC(C(=C)C)=O mono-(2-(methacryloyloxy) ethyl) succinate